OCC1(CCOCC1)N1C2=NC(=NC=C2N(C1=O)C)NC=1C(=CC=2N(C1)N=CN2)C 9-(4-(hydroxymethyl)tetrahydro-2H-pyran-4-yl)-7-methyl-2-((7-methyl-[1,2,4]triazolo[1,5-a]pyridin-6-yl)amino)-7,9-dihydro-8H-purin-8-one